C1(CCC1)[C@H](C)NC1=NC(=NC=C1C(=O)N)NC1CCC(CC1)OCC 4-((S)-1-cyclobutylethylamino)-2-((1r,4S)-4-ethoxycyclohexylamino)pyrimidine-5-carboxamide